CC(=O)N[C@@H]1[C@H](C[C@@](O[C@H]1[C@@H]([C@@H](CO)O)O)(C(=O)O)OC[C@@H]2[C@@H]([C@@H]([C@H]([C@@H](O2)O[C@@H]3[C@H](O[C@H]([C@@H]([C@H]3O)O)O)CO)O)O)O)O 6'-N-acetylneuraminyllactose